N1C=C(C2=CC=CC=C12)SC1=CC=C(C=C1)O 4-(1H-indol-3-yl-sulfanyl)phenol